12-hydroxyeicosatrienoic acid CCCCCCCCC(CCCC/C=C/C=C/C=C/C(=O)O)O